3-[7-(aminocarbonyl)-2H-indazol-2-yl]-1-ethylpiperidinium trifluoroacetate FC(C(=O)[O-])(F)F.NC(=O)C1=CC=CC2=CN(N=C12)C1C[NH+](CCC1)CC